CCCCC(CCC)C(=O)[O-] OCTANE-5-CARBOXYLATE